COC=1C=C2COCCCN3N=NC4=C3C=CC(C(C3=CC=C5CCN(C(C1C=C2)=O)CC5=C3)CC(=O)O)=C4C [18-methoxy-32-methyl-20-oxo-14-oxa-8,9,10,21-tetrazahexacyclo[19.5.3.216,19.13,7.06,10.024,28]dotriaconta-1(26),3(32),4,6,8,16,18,24,27,30-decaen-2-yl]acetic acid